C(CC)N(CCC)CCC trinormal propyl-amine